N-((2R,3S)-3-amino-2-hydroxy-4-phenylbutyl)-N-isobutyl-4-methylthiobenzenesulphonamide N[C@H]([C@@H](CN(S(=O)(=S)C1=CC=C(C=C1)C)CC(C)C)O)CC1=CC=CC=C1